C1(CC1)[C@H](C)NC1=NN2C(C=N1)=C(C=C2)C=2C=C1C=CC=NC1=CC2 (S)-N-(1-cyclopropylethyl)-5-(quinolin-6-yl)pyrrolo[2,1-f][1,2,4]triazin-2-amine